2-(8-fluoro-2-methylimidazo[1,2-a]pyridin-6-yl)-6-(1-methylpiperidin-4-yl)thiazolo[5,4-d]pyrimidin-7(6H)-one FC=1C=2N(C=C(C1)C=1SC=3N=CN(C(C3N1)=O)C1CCN(CC1)C)C=C(N2)C